C1(CC1)C#CC1(CCC1)C(=O)N1CCC(CC1)N1N=CC(=C1)CNC1=C2C(N(C(C2=CC=C1)=O)C1C(NC(CC1)=O)=O)=O 4-(((1-(1-(1-(cyclopropylethynyl)cyclobutane-1-carbonyl)piperidin-4-yl)-1H-pyrazol-4-yl)methyl)amino)-2-(2,6-dioxopiperidin-3-yl)isoindoline-1,3-dione